C(C)(C)(C)OC(=O)N(C)CC=O N-t-butoxycarbonyl-(methylamino)acetaldehyde